OC(C)(C)[C@@H]1CN(CCO1)C=1C=CC(=NC1)NC=1C2=C(C(=NC1)C1=C3C=CN(C3=CC=C1)C)CNC2=O 7-[[5-[(2S)-2-(1-hydroxy-1-methyl-ethyl)morpholin-4-yl]-2-pyridyl]amino]-4-(1-methylindol-4-yl)-2,3-dihydro-pyrrolo[3,4-c]pyridin-1-one